N1CC(C1)CN(CCO)C 2-((azetidin-3-ylmethyl)(methyl)-amino)ethan-1-ol